Tetracosanoic acid, trimethylsilyl ester C(CCCCCCCCCCCCCCCCCCCCCCC)(=O)O[Si](C)(C)C